1-(4-(2-(4-methoxyphenyl)propan-2-yl)thiazol-2-yl)-3-((4-methyl-2-(piperazin-1-yl)pyrimidin-5-yl)methyl)urea COC1=CC=C(C=C1)C(C)(C)C=1N=C(SC1)NC(=O)NCC=1C(=NC(=NC1)N1CCNCC1)C